tert-butyl (5-iodopyridin-3-yl)carbamate IC=1C=C(C=NC1)NC(OC(C)(C)C)=O